C(C)N(S(=O)(=O)NC=1C(=C(C(=O)C2=CNC3=NC=C(C=C32)C3=CC=C(C=C3)CN3CC(CC3)C(=O)OC(C)(C)C)C(=CC1)F)F)C tert-butyl 1-[[4-[3-[3-[[ethyl(methyl)sulfamoyl]amino]-2,6-difluoro-benzoyl]-1H-pyrrolo[2,3-b]pyridin-5-yl]phenyl]methyl]pyrrolidine-3-carboxylate